2-(4-fluorophenyl)-3-(1H-pyrazolo[3,4-b]pyridin-4-yl)-6-(trifluoromethyl)-6,7-dihydro-4H-pyrazolo[5,1-c][1,4]oxazine FC1=CC=C(C=C1)C1=NN2C(COC(C2)C(F)(F)F)=C1C1=C2C(=NC=C1)NN=C2